(2R,4R)-4-methoxy-N-[2-(8-oxabicyclo[3.2.1]octan-3-ylamino)-2-oxo-1-(3-pyridyl)ethyl]-N-[4-(pentafluoro-λ6-sulfanyl)phenyl]pyrrolidine-2-carboxamide CO[C@@H]1C[C@@H](NC1)C(=O)N(C1=CC=C(C=C1)S(F)(F)(F)(F)F)C(C(=O)NC1CC2CCC(C1)O2)C=2C=NC=CC2